6-(7-(1-methyl-1H-pyrazol-4-yl)imidazo[1,2-a]pyridin-3-yl)-N-(3-(trifluoromethyl)phenyl)pyridin-2-amine CN1N=CC(=C1)C1=CC=2N(C=C1)C(=CN2)C2=CC=CC(=N2)NC2=CC(=CC=C2)C(F)(F)F